CC1C(CCC(=C1)C)\C=N\C1=C(C(=O)OC)C=CC=C1 (E)-methyl 2-(((2,4-dimethylcyclohex-3-en-1-yl)methylene)amino)benzoate